C(C1=CC=CC=C1)N1N=C(C=C1C(=O)N[C@H](C(=O)NC)CC1=CC(=CC=C1)Br)C1=CC(=CC=C1)C#N (S)-1-benzyl-N-(3-(3-bromophenyl)-1-(methylamino)-1-oxopropan-2-yl)-3-(3-cyanophenyl)-1H-pyrazole-5-carboxamide